CC=1C=C(C=C(C1)C)[B-](C1=CC(=CC(=C1)C)C)(C1=CC(=CC(=C1)C)C)C1=CC(=CC(=C1)C)C.C[NH+](C1=CC=CC=C1)C N,N-dimethylanilinium tetrakis(3,5-dimethylphenyl)borate